FC(C1=C(C=C(C=C1)CO)C#C[Si](C)(C)C)(F)F (4-(trifluoromethyl)-3-((trimethylsilyl)ethynyl)phenyl)methanol